4-((4-fluorobenzenesulfonyl)-3,4-dihydro-2H-pyrido[4,3-b][1,4]oxazin-8-yl)benzonitrile FC1=CC=C(C=C1)S(=O)(=O)C1CNC2=C(O1)C(=CN=C2)C2=CC=C(C#N)C=C2